CN1N=CC(=C1C1=CC=2N(C=C1)N=C(C2)NC(=O)C2CC2)OCC2(CNC2)C2=CC=CC=C2 N-[5-[2-methyl-4-[(3-phenylazetidin-3-yl)methoxy]pyrazol-3-yl]pyrazolo[1,5-a]pyridin-2-yl]cyclopropanecarboxamide